6-(N,N-diethylamino)-9-(2-carboxyphenyl)-1,2,3,4-tetrahydroxanthylium perchlorate Cl(=O)(=O)(=O)[O-].C(C)N(CC)C=1C=C2[O+]=C3CCCCC3=C(C2=CC1)C1=C(C=CC=C1)C(=O)O